2-(1,2-Diazin-3-ylmethyl)-5,6-dihydro-4H-pyrrolo[4,3-c]pyrazole hydrochloride Cl.N1=NC(=CC=C1)CN1N=C2C(=C1)CNC2